(2S,3S,4R,5R)-4-[[3-(3-Methoxy-2-methyl-4-pyridyl)-4,5-dimethyl-5-(trifluoromethyl)tetrahydrofuran-2-carbonyl]amino]pyridin-2-carboxamid COC=1C(=NC=CC1[C@H]1[C@H](O[C@]([C@@H]1C)(C(F)(F)F)C)C(=O)NC1=CC(=NC=C1)C(=O)N)C